R-2-(4-nitrobenzyl)-1-cyclohexanone [N+](=O)([O-])C1=CC=C(C[C@@H]2C(CCCC2)=O)C=C1